(S)-N-(3-chloro-2-fluorobenzyl)thiazolidine-2-carboxamide ClC=1C(=C(CNC(=O)[C@@H]2SCCN2)C=CC1)F